FC=1C=C(C=CC1S(=O)(=O)C)C=1N(C(=C(C1C(=O)N)C)C1=C(C=CC=C1)C(F)(F)F)CC1OCC1 (3-fluoro-4-(methylsulfonyl)phenyl)-4-methyl-1-(oxetan-2-ylmethyl)-5-(2-(trifluoromethyl)phenyl)-1H-pyrrole-3-carboxamide